C(C)C1=CC=C(C=C1)CC=1C(=NN(C1C)C(C)C)O[C@H]1[C@H](O)[C@@H](O)[C@H](O)[C@H](O1)COC(=O)OC 4-[(4-ethylphenyl)-methyl]-1-isopropyl-3-(6-O-methoxycarbonyl-β-D-glucopyranosyloxy)-5-methylpyrazole